4-methoxycinnamic acid 2-Ethylhexyl ester C(C)C(COC(C=CC1=CC=C(C=C1)OC)=O)CCCC